C(CCCCCCC)NCCCCCCCCN N-octyloctane-1,8-diamine